OC(CN(CCCSSCCN1CCN(CC1)CCOC(CCCN(CC(CCCCCCC(=O)OCC(CC)CC)O)CC(CCCCCCC(=O)OCC(CC)CC)O)=O)CC(CCCCCCC(=O)OCCC)O)CCCCCCC(OCCC)=O Bis(2-ethylbutyl) 9,9'-((4-(2-(4-(2-((3-(bis(2-hydroxy-9-oxo-9-propoxynonyl)amino)propyl)disulfaneyl)ethyl)piperazin-1-yl)ethoxy)-4-oxobutyl)azanediyl)bis(8-hydroxynonanoate)